2-[2,6-dichloro-4-[6-(difluoromethyl)-3,5-dioxo-1,2,4-triazin-2-yl]phenoxy]-5-hydroxy-N-methyl-pyridine-4-sulfonamide ClC1=C(OC2=NC=C(C(=C2)S(=O)(=O)NC)O)C(=CC(=C1)N1N=C(C(NC1=O)=O)C(F)F)Cl